1-methyl-5-(4-n-butyl-phenyl)quinoline iodonium salt [IH2+].CN1CC=CC2=C(C=CC=C12)C1=CC=C(C=C1)CCCC